O=C1NC(CCC1N1C(C2=CC=CC(=C2C1)NCCCC(=O)N1CCN(CC1)C1=CC=C(C(=O)N2CCC(CC2)CCCCNC(\C=C\C=2C=NC=CC2)=O)C=C1)=O)=O (E)-N-(4-(1-(4-(4-(4-((2-(2,6-dioxopiperidin-3-yl)-1-oxoisoindolin-4-yl)amino)butanoyl)piperazin-1-yl)benzoyl)piperidin-4-yl)butyl)-3-(pyridin-3-yl)acrylamide